1-{[(1R,2S,5S)-5-fluoro-6-methyl-4-oxo-3-azabicyclo[3.1.0]hex-2-yl]methoxy}-7-methoxyisoquinoline-6-carboxamide F[C@@]12C(N[C@@H]([C@H]2C1C)COC1=NC=CC2=CC(=C(C=C12)OC)C(=O)N)=O